4-formyl-6-methoxy-5-(methoxymethoxy)benzo[b]thiophene-2-carboxylic acid ethyl ester C(C)OC(=O)C1=CC2=C(S1)C=C(C(=C2C=O)OCOC)OC